BrC1=C2C(N(CC2=CC=C1C(=O)O)C1C(NC(CC1)=O)=O)=O 4-bromo-2-(2,6-dioxopiperidin-3-yl)-3-oxoisoindoline-5-carboxylic acid